C1OC23[C@]4(C)[C@@H](CC2(OCCO3)OC1)[C@@H]1C[C@H](C3CCCC[C@]3(C)[C@H]1CC4)O 17,17-bis(ethylenedioxy)androstane-6β-ol